O=C1N(C(C2=CC=CC=C12)=O)CC#CC#C[C@@H]1CN(CCO1)C(=O)OC(C)(C)C tert-butyl (2R)-2-[5-(1,3-dioxoisoindolin-2-yl) penta-1,3-diynyl]morpholine-4-carboxylate